CC1=C(C(=CC=C1)C)[C@H]1CC2(CN(C2)C(=O)C2CC(C2)(C)O)CC1 |r| (rac)-(6-(2,6-Dimethylphenyl)-2-azaspiro[3.4]octan-2-yl)((1s,3s)-3-hydroxy-3-methylcyclobutyl)methanon